(S)-5-((4-((2-hydroxy-1-phenylethyl)amino)-5-(5-methyl-1,3,4-oxadiazol-2-yl)pyrimidin-2-yl)amino)isoindolin-1-one OC[C@H](C1=CC=CC=C1)NC1=NC(=NC=C1C=1OC(=NN1)C)NC=1C=C2CNC(C2=CC1)=O